3-(4-Methoxyphenyl)-4,5-dihydro-1H-benzo[g]indole-2-carboxylic Acid COC1=CC=C(C=C1)C1=C(NC=2C3=C(CCC12)C=CC=C3)C(=O)O